1-(2-chloro-5-(trifluoromethyl)pyrimidin-4-yl)-N-(2-(imidazo[1,2-a]pyridin-3-yl)propan-2-yl)-N-methylazetidine-3-carboxamide ClC1=NC=C(C(=N1)N1CC(C1)C(=O)N(C)C(C)(C)C1=CN=C2N1C=CC=C2)C(F)(F)F